N-(3-fluoro-4-((7-((2-hydroxyethyl)amino)-2-(methylthio)pyrido[2,3-d]pyrimidin-6-yl)oxy)phenyl)acetamide FC=1C=C(C=CC1OC1=CC2=C(N=C(N=C2)SC)N=C1NCCO)NC(C)=O